ClC1=C(C=CC(=C1)COC1CCNCC1)N1CCC(CC1)F 1-(2-chloro-4-((piperidin-4-yloxy)methyl)phenyl)-4-fluoropiperidine